2-methyl-6-[(pyrazin-2-yl)methoxy]-N-(4,4,4-trifluoro-1-hydroxybutan-2-yl)indolizine-3-carboxamide CC=1C=C2C=CC(=CN2C1C(=O)NC(CO)CC(F)(F)F)OCC1=NC=CN=C1